1-(2-Hydroxy-1-(4-(pyridin-2-ylmethyl)phenyl)ethyl)-1H-pyrazole-4-carboxylic acid OCC(C1=CC=C(C=C1)CC1=NC=CC=C1)N1N=CC(=C1)C(=O)O